ClC1=CC=C(C=C1)C=1C=C(C(N(N1)C=1C=NC=CC1)=O)C(=O)N[C@@H]1COC[C@@H]1O 6-(4-chlorophenyl)-N-[(cis)-4-hydroxytetrahydrofuran-3-yl]-3-oxo-2-(pyridin-3-yl)-2,3-dihydropyridazin-4-carboxamide